2-methyl-5-(1H-1,2,3-triazol-1-yl)-1,3-thiazole-4-carboxylic acid CC=1SC(=C(N1)C(=O)O)N1N=NC=C1